[K+].SCCCS(=O)(=O)[O-] 3-mercapto-1-propanesulfonic acid potassium salt